3-(methoxymethyl)isoxazole-4-carboxamide COCC1=NOC=C1C(=O)N